O[C@H](C\C=C/C\C=C/CCCCCCCCCCCCC(=O)O)\C=C\C=C\C=C/[C@H](C\C=C/CC)O (14Z,17Z,20R,21E,23E,25Z,27S,29Z)-20,27-dihydroxydotriaconta-14,17,21,23,25,29-hexaenoic acid